tert-butyl 2-(4-amino-8-methyl-6-(pyridin-4-yl)-9H-pyrimido[4,5-b]indol-9-yl)acetate NC1=NC=NC=2N(C3=C(C=C(C=C3C21)C2=CC=NC=C2)C)CC(=O)OC(C)(C)C